5-(2-sulfydryl-1,3-thiazole-4-yl)-thiophene SC=1SC=C(N1)C1=CC=CS1